Ethyl 1-((2,2-difluorocyclopropyl)methyl)-1H-1,2,3-triazole-5-carboxylate FC1(C(C1)CN1N=NC=C1C(=O)OCC)F